N1=CC=CC=2CCC/C(/C12)=N\NC=1N=NC2=C(NC=3C(=CC=CC23)Br)N1 (E)-3-(2-(6,7-dihydroquinolin-8(5H)-ylidene)hydrazino)-6-bromo-5H-[1,2,4]triazino[5,6-b]indole